(1S*,8R*)-N-[(3S)-9-fluoro-2-oxo-5-phenyl-2,3-dihydro-1H-1,4-benzodiazepin-3-yl]-4-(2-fluorophenyl)-7-oxa-2,3-diazatricyclo[6.2.1.02,6]undeca-3,5-diene-5-carboxamide FC1=CC=CC=2C(=N[C@@H](C(NC21)=O)NC(=O)C=2C(=NN1[C@H]3CC[C@@H](OC21)C3)C3=C(C=CC=C3)F)C3=CC=CC=C3 |o1:20,23|